NC1=C(C=CC(=C1)O)NC(N(C)CCN(C(=O)N1C=CC2=C1N=CN=C2N(C)[C@H]2CN(CC[C@H]2C)C(CC#N)=O)C)=O N-(2-(3-(2-amino-4-hydroxyphenyl)-1-methylureido)ethyl)-4-(((3R,4R)-1-(2-cyanoacetyl)-4-methylpiperidin-3-yl)(methyl)amino)-N-methyl-7H-pyrrolo[2,3-d]pyrimidine-7-carboxamide